3-[3-(2-fluorophenyl)-1,2,4-oxadiazol-5-yl]propanoic acid FC1=C(C=CC=C1)C1=NOC(=N1)CCC(=O)O